FC=1C=C(C=CC1)N1C=C(C2=C1N=CN=C2N2C[C@H](N(C[C@@H]2C)C(=O)C2=NC=CC=C2)C)C(F)(F)F ((2R,5S)-4-(7-(3-Fluorophenyl)-5-(trifluoromethyl)-7H-pyrrolo[2,3-d]pyrimidin-4-yl)-2,5-dimethylpiperazin-1-yl)(pyridin-2-yl)methanone